2-[(6-nitro-2-benzo[d]thiazolyl)amino]-N-heptylacetamide [N+](=O)([O-])C1=CC2=C(N=C(S2)NCC(=O)NCCCCCCC)C=C1